N-[(4-chlorophenyl)methyl]-1-[5-(pyridin-3-yl)-1H-pyrazole-3-carbonyl]piperidine-4-carboxamide ClC1=CC=C(C=C1)CNC(=O)C1CCN(CC1)C(=O)C1=NNC(=C1)C=1C=NC=CC1